5-(2-ethoxy-5-((3-((4-hydroxybutyl)amino)azetidin-1-yl)sulfonyl)phenyl)-1-methyl-3-propyl-1,6-dihydro-7H-pyrazolo[4,3-d]pyrimidin-7-one C(C)OC1=C(C=C(C=C1)S(=O)(=O)N1CC(C1)NCCCCO)C=1NC(C2=C(N1)C(=NN2C)CCC)=O